(E)-3-(3-Hydroxy-4-methoxyphenyl)-1-[2-hydroxy-6-methoxy-4-[(2R,3S,4R,5R,6S)-3,4,5-trihydroxy-6-[[(2R,5R)-5-hydroxyoxan-2-yl]oxymethyl]oxan-2-yl]oxyphenyl]prop-2-en-1-one OC=1C=C(C=CC1OC)/C=C/C(=O)C1=C(C=C(C=C1OC)O[C@H]1O[C@H]([C@@H]([C@H]([C@@H]1O)O)O)CO[C@H]1OC[C@@H](CC1)O)O